OC1C(=C(C(O1)=O)C)C 5-hydroxy-3,4-dimethylfuran-2(5H)-one